N=1NC=C2C=NC=CC21 2H-pyrazolo[4,3-c]Pyridine